5-ethyl-2-methyl-1-oxido-pyridin-1-ium C(C)C=1C=CC(=[N+](C1)[O-])C